1-{[6-(Cyclohexyloxy)-7-fluoro-1-methyl-3,4-dihydro-2-naphthalenyl]methyl}-3-azetidinecarboxylic acid C1(CCCCC1)OC=1C=C2CCC(=C(C2=CC1F)C)CN1CC(C1)C(=O)O